(4-hydroxyphenethyl)-5-phenyl-2-(4-(trifluoromethyl)phenyl)oxazole-4-carboxamide OC1=CC=C(CCNC(=O)C=2N=C(OC2C2=CC=CC=C2)C2=CC=C(C=C2)C(F)(F)F)C=C1